toluenesulfonic ACID C1C=C(C)C=CC=1S(=O)(=O)O